C1(=CC=CC=C1)C1=C(C=2NC3=CC=CC=C3C2C=C1)C1=C(C=CC=C1)C1=CC=CC=C1 (phenylcarbazolyl)biphenyl